FC(C=1C=CC(=NC1)OC1CC2CN([C@@H]1C2)C(=O)OC(C)(C)C)(F)F |r| (R/S)-tert-butyl 6-((5-(trifluoromethyl)pyridin-2-yl)oxy)-2-azabicyclo[2.2.1]heptane-2-carboxylate